C1(CC1)C1OCC2=CC=C(C=C12)OC1=NC=C(C=N1)N1C(NC(C1=O)(C)C)=O 3-[2-[(3-cyclopropyl-1,3-dihydroisobenzofuran-5-yl)oxy]pyrimidin-5-yl]-5,5-dimethyl-imidazolidine-2,4-dione